N-{1-Cyclooctyl-2-[(1'-benzyl-2-oxospiro[indoline-3,4'-piperidine]-6-yl)amino]-2-oxoethyl}-2-methylpyrazole-3-carboxamide C1(CCCCCCC1)C(C(=O)NC1=CC=C2C(=C1)NC(C21CCN(CC1)CC1=CC=CC=C1)=O)NC(=O)C=1N(N=CC1)C